ClC=1N=C(C2=C(N1)C(=CO2)C=2C=NC(=CC2)N2C[C@H](O[C@H](C2)C)C)NC 2-chloro-7-(6-((2R,6S)-2,6-dimethylmorpholino)pyridin-3-yl)-N-methylfuro[3,2-d]pyrimidin-4-amine